phenyl-(n-pentyl-n-hexyl) phosphinate [PH2](OC(CCCCC)(CCCCC)C1=CC=CC=C1)=O